1,2-undecandiol C(C(CCCCCCCCC)O)O